(1-Fluorocyclopropyl)methyl 2-((((((R)-1-(6-amino-9H-purin-9-yl)propan-2-yl)oxy)methyl)((1-(hexyloxy)-2-methyl-1-oxopropan-2-yl)amino)phosphoryl)amino)-2-methylpropanoate NC1=C2N=CN(C2=NC=N1)C[C@@H](C)OCP(=O)(NC(C(=O)OCCCCCC)(C)C)NC(C(=O)OCC1(CC1)F)(C)C